N2-(3,5-bis(trifluoromethyl)phenyl)-5-(1-isopropyl-1H-pyrazol-4-yl)-N4-(1,2,3,4-tetrahydroisoquinolin-7-yl)pyrimidine-2,4-diamine FC(C=1C=C(C=C(C1)C(F)(F)F)NC1=NC=C(C(=N1)NC1=CC=C2CCNCC2=C1)C=1C=NN(C1)C(C)C)(F)F